OC1=C(C(=O)N(C2=CC(=CC=C2)C(=O)N2CCOCC2)C(C)C)C=C(C(=C1)O)C(C)C 2,4-dihydroxy-N,5-diisopropyl-N-(3-(morpholine-4-carbonyl)phenyl)benzamide